2-(2-fluoro-4-methylphenyl)-1H-pyrrole-3-carbonitrile FC1=C(C=CC(=C1)C)C=1NC=CC1C#N